FC1=C(C=CC(=C1)F)C(S(=O)(=O)C1=CC=C(C)C=C1)[N+]#[C-] 2,4-difluoro-1-(isocyano(tosyl)methyl)benzene